1-(2H-1,3-benzodioxol-5-yl)-3-[4-(dimethylamino)phenyl]-(2E)-propane-1-one O1COC2=C1C=CC(=C2)C(CCC2=CC=C(C=C2)N(C)C)=O